silver zinc-copper [Cu].[Zn].[Ag]